ClC=1C(=C(C=CC1)CC1CN(CCO1)C(=O)OC(C)(C)C)C=1N=COC1 tert-butyl 2-[(3-chloro-2-oxazol-4-yl-phenyl)methyl]morpholine-4-carboxylate